F[C@@H]1CN2CCC2(C1)C(=O)OC methyl (3S)-3-fluoro-1-azabicyclo[3.2.0]heptane-5-carboxylate